1-[7-(8-chloranyl-1-naphthyl)-6,8-dihydro-5H-pyrido[3,4-d]pyrimidin-4-yl]azetidin-3-amine ClC=1C=CC=C2C=CC=C(C12)N1CC=2N=CN=C(C2CC1)N1CC(C1)N